4-(4'-aminophenyl)-2,6-bis(4''-aminophenyl)pyridine C1=CC(=CC=C1C2=CC(=NC(=C2)C3=CC=C(C=C3)N)C4=CC=C(C=C4)N)N